1-amino-3-hydroxy-2-oxocyclohexane NC1C(C(CCC1)O)=O